butyl-di-(2-octyl)phosphine C(CCC)P(C(C)CCCCCC)C(C)CCCCCC